4-(1H-pyrazol-4-yl(phenyl)sulfonamido)-1,3-thiazole-4-carboxylic acid N1N=CC(=C1)N(S(=O)(=O)C1=CC=CC=C1)C1(N=CSC1)C(=O)O